O=C1NC(CCC1N1C(=NC2=CC=CC(=C2C1=O)NCC1=CC=C(CN2CCN(CC2)C2=C(C=C(C#N)C=C2)F)C=C1)C)=O 4-(4-(4-(((3-(2,6-dioxopiperidin-3-yl)-2-methyl-4-oxo-3,4-dihydroquinazolin-5-yl)amino)methyl)benzyl)piperazin-1-yl)-3-fluorobenzonitrile